OC1=C(CNC2=C3N=CN(C3=NC=N2)[C@H]2[C@@H](O)[C@H](O)[C@H](O2)CO)C=CC=C1Br 6-(2-hydroxy-3-bromobenzylamino)-9-β-D-arabinofuranosylpurine